C(C)(C)N=C=NC(C)C N'-e-diisopropylcarbodiimide